[Si](C)(C)(C(C)(C)C)OCCOC1=C(C=C(C=C1F)C1CCC12NC1CCCCC1NC2)F 4-(4-(2-((tert-butyldimethylsilyl)oxy)ethoxy)-3,5-difluorophenyl)octahydro-1'H-spiro[cyclobutane-1,2'-quinoxaline]